Dimethyl 4-(dibenzylamino)-5-methylphthalate C(C1=CC=CC=C1)N(C=1C=C(C(C(=O)OC)=CC1C)C(=O)OC)CC1=CC=CC=C1